CC1=C(SC=C1)N methyl-2-aminothiophene